ISOOCTYLTRIMETHOXYSILANE C(CCCCC(C)C)[Si](OC)(OC)OC